1-(2-((7-chloroisoquinolin-1-yl)oxy)ethyl)piperidine-4-carbonitrile ClC1=CC=C2C=CN=C(C2=C1)OCCN1CCC(CC1)C#N